N-chlorofuransulfonamide ClNS(=O)(=O)C=1OC=CC1